3-(sec-butyl)-N-methyl-N-((2-methyl-oxazol-4-yl)methyl)-2-oxo-1,2,3,5-tetrahydro-4H-benzo[1,4]diazepine-4-carboxamide C(C)(CC)C1C(NC2=C(CN1C(=O)N(CC=1N=C(OC1)C)C)C=CC=C2)=O